ethyl 2-(dimethylamino)-4-(2-furyl)-6-methylsulfonyl-pyrimidine-5-carboxylate CN(C1=NC(=C(C(=N1)C=1OC=CC1)C(=O)OCC)S(=O)(=O)C)C